ClC=1C(=CC2=C(N(C=N2)C2CC2)C1)C#CC1=NN(C(=C1C(=O)N)NC1CC1)[C@@H]1CN([C@H](C1)COC)C(C=C)=O 3-[2-(6-chloro-1-cyclopropyl-1,3-benzodiazol-5-yl)ethynyl]-5-(cyclopropylamino)-1-[(3S,5R)-5-(methoxymethyl)-1-(prop-2-enoyl)pyrrolidin-3-yl]pyrazole-4-carboxamide